(E)-6-fluoro-1-(2-nitrobut-1-en-1-yl)indolizine FC1=CN2C=CC(=C2C=C1)\C=C(/CC)\[N+](=O)[O-]